C(C)(=O)C1=NN(C2=CC=C(C=C12)C=1C=NC(=NC1)C)CC(=O)N1[C@@H](C[C@H](C1)F)C(=O)NC1=NC(=CC=C1CC)Br (2S,4R)-1-(2-(3-acetyl-5-(2-methylpyrimidin-5-yl)-1H-indazol-1-yl)acetyl)-N-(6-bromo-3-ethylpyridin-2-yl)-4-fluoropyrrolidine-2-carboxamide